(Z)-pentadec-11-en CCCCCCCCCC\C=C/CCC